[P].CC1=CC=CC=C1.CC1=CC=CC=C1 di-(4-methylbenzene) phosphorus